OCC1=CC=C(O1)C=C1C(OC(OC1=O)(C)C)=O 5-[[5-(Hydroxymethyl)-2-furanyl]methylene]-2,2-dimethyl-1,3-dioxane-4,6-dione